naphthyridine-5-sulfonyl chloride N1=CC=CC=2C(=CC=NC12)S(=O)(=O)Cl